FC(C1=NN=C(S1)C1=CN=C2N1C=C(C=C2N2C[C@H](OCC2)C(=O)N2[C@H](CC2)CO)S(=O)(=O)NC2(CC2)C)F 3-(5-(difluoromethyl)-1,3,4-thiadiazol-2-yl)-8-((S)-2-((R)-2-(hydroxymethyl)azetidine-1-carbonyl)morpholino)-N-(1-methylcyclopropyl)imidazo[1,2-a]pyridine-6-sulfonamide